4-(6-(4-aminophenyl)-7-((2-(trimethylsilyl)ethoxy)methyl)-7H-pyrrolo[2,3-d]pyrimidin-4-yl)thiomorpholine 1,1-dioxide NC1=CC=C(C=C1)C1=CC2=C(N=CN=C2N2CCS(CC2)(=O)=O)N1COCC[Si](C)(C)C